C1(=CC=CC=C1)N1N=CC2=CC=C(C=C12)[N+](=O)[O-] 1-Phenyl-6-nitro-1H-indazole